N4-(1,2-dimethyl-1H-indol-5-yl)-N2-[2-(5-methoxy-1H-indol-3-yl)ethyl]pyrimidine-2,4-diamine CN1C(=CC2=CC(=CC=C12)NC1=NC(=NC=C1)NCCC1=CNC2=CC=C(C=C12)OC)C